C(N)(=N)NC(CC1=C(C(=CC=C1Cl)C1=C(C=NN1C)C#N)Cl)=O N-carbamimidoyl-2-(2,6-dichloro-3-(4-cyano-1-methyl-1H-pyrazol-5-yl)phenyl)acetamide